COC(=O)C1=NC=CC=C1F 3-fluoro-pyridine-2-carboxylic acid methyl ester